2-acetamido-L-mannose C(C)(=O)N[C@@](C=O)(O)[C@H](O)[C@@H](O)[C@@H](O)CO